ClC=1C(=C(C=C(C1)Cl)C(C)=O)O 3',5'-dichloro-2'-hydroxyacetophenone